COC(=O)C=1C=C(C=2N(C(C=C(N2)O)=O)C1)Br 9-bromo-2-hydroxy-4-oxo-pyrido[1,2-a]Pyrimidine-7-carboxylic acid methyl ester